methyl 5-(4-bromo-3-chlorophenyl)-2-((2-(trimethylsilyl)ethoxy)methyl)-2H-1,2,3-triazole-4-carboxylate BrC1=C(C=C(C=C1)C=1C(=NN(N1)COCC[Si](C)(C)C)C(=O)OC)Cl